(5-(3-chlorobenzyl)-3-fluoropyridin-2-yl)-1-methyl-6-oxo-1,4,5,6-tetrahydropyridazine-3-carboxamide ClC=1C=C(CC=2C=C(C(=NC2)C2C(=NN(C(C2)=O)C)C(=O)N)F)C=CC1